4-(3-((4-methyl-1H-benzo[d]imidazol-5-yl)amino)-1H-pyrazol-5-yl)phenol CC1=C(C=CC=2NC=NC21)NC2=NNC(=C2)C2=CC=C(C=C2)O